2,3,4,6-tetrafluoro-4-(9-carbazolyl)styrene FC1=C(C=C)C(=CC(C1F)(N1C2=CC=CC=C2C=2C=CC=CC12)F)F